(R)-1-(1-(4-methoxycyclohexyl)ethyl)-2-methyl-5-(1-methyl-1H-pyrazol-4-yl)-N-((6-methyl-4-(methylthio)-2-oxo-1,2-dihydropyridin-3-yl)methyl-d2)-1H-indole-3-carboxamide COC1CCC(CC1)[C@@H](C)N1C(=C(C2=CC(=CC=C12)C=1C=NN(C1)C)C(=O)NC([2H])([2H])C=1C(NC(=CC1SC)C)=O)C